C(CC)C1CC=C(C1)CC(C=O)C 3-(4-n-propylcyclopent-1-en-1-yl)-2-methylpropanal